copper sulfide silicon [Si].[Cu]=S